Bromodifluorobenzenebisamide BrC1=C(C(=C(C(=C1)C(=O)N)C(=O)N)F)F